(2R,3R,4S,5R,6R)-6-((1-oxa-2-azaspiro[4.5]dec-2-en-3-yl)methyl)-2-(hydroxymethyl)-5-methoxy-4-(4-(2,3,4-trifluorophenyl)-1H-1,2,3-triazol-1-yl)tetrahydro-2H-pyran-3-ol O1N=C(CC12CCCCC2)C[C@@H]2[C@@H]([C@H]([C@H]([C@H](O2)CO)O)N2N=NC(=C2)C2=C(C(=C(C=C2)F)F)F)OC